[(2R)-2-aminopropyl]dimethylamine hydrochloride Cl.N[C@@H](CN(C)C)C